ethyl 1-amino-4-(2-methoxypyridin-4-yl)-3-methyl-1H-pyrrole-2-carboxylate NN1C(=C(C(=C1)C1=CC(=NC=C1)OC)C)C(=O)OCC